(2-benzothiazolylthio)methylthiocyanate S1C(=NC2=C1C=CC=C2)SCSC#N